7-bromo-3-fluoro-6-methyl-5H-pyrazolo[1,5-a]pyrazin-4-one BrC1=C(NC(C=2N1N=CC2F)=O)C